N-(1-cyclobutyl-3-((3,3-difluorocyclobutyl)methyl)-4-methyl-1H-pyrazol-5-yl)-3,3-difluorocyclobutane-1-carboxamide C1(CCC1)N1N=C(C(=C1NC(=O)C1CC(C1)(F)F)C)CC1CC(C1)(F)F